Di-tert-butyl (RS)-2-(hydroxymethyl)piperazine-1,4-dicarboxylate OC[C@@H]1N(CCN(C1)C(=O)OC(C)(C)C)C(=O)OC(C)(C)C |r|